FC1=CC=C(C=C1)C=1N=CN(C1C1=C2C(=NC=C1)NC=C2)[C@H]2CC[C@H](CC2)NC(OC(C)(C)C)=O tert-butyl (cis-4-(4-(4-fluorophenyl)-5-(1H-pyrrolo[2,3-b]pyridin-4-yl)-1H-imidazol-1-yl) cyclohexyl)carbamate